((4R,5S)-2,2-dimethyl-5-(2-chloro-4-methylthiazol-5-yl)-1,3-dioxolan-4-yl)methyl sulfamate S(N)(OC[C@H]1OC(O[C@@H]1C1=C(N=C(S1)Cl)C)(C)C)(=O)=O